ClC1=C(C=CC=C1NC1=NC=CC2=C1SC(=N2)C=O)C2=CC=CC=C2 4-((2-chloro-[1,1'-biphenyl]-3-yl)amino)thiazolo[5,4-c]pyridine-2-carbaldehyde